FC1=C(C=CC=C1CC1N(CC2(CC2)C1NS(=O)(=O)C)C(C(C)(C)C)=O)C1=CC(=CC=C1)F N-(6-((2,3'-difluoro-[1,1'-biphenyl]-3-yl)methyl)-5-pivaloyl-5-azaspiro[2.4]heptan-7-yl)methanesulfonamide